(E)-4-oxazolecarboxamide O1C=NC(=C1)C(=O)N